C(C)N1C(C=C(C2=CC=C(C=C12)O)CS(=O)(=O)[O-])(C)C.[Na+] Sodium (1-ethyl-7-hydroxy-2,2-dimethyl-1,2-dihydroquinolin-4-yl)methanesulfonate